2,6,10,14-tetrakis(hydroxymethyl)-2,6,10,14-tetramethyl-4,8,12-trioxa-1,15-pentadecanediol OCC(CO)(COCC(COCC(COCC(CO)(C)CO)(C)CO)(C)CO)C